FC1=C(C=CC(=C1)F)C1=CC=C(C=C1)C1=NC2=C(C=CC=C2C(=C1C)C(=O)O)F 2-(2',4'-difluoro-[1,1'-biphenyl]-4-yl)-8-fluoro-3-methylquinoline-4-carboxylic acid